2-Bromo-N-(tert-butyl)acetamide CC(C)(C)NC(=O)CBr